1-(5-(4-(5-cyanopyridin-2-yl)piperidine-1-carbonyl)-2-methylphenyl)-3-isopropylurea C(#N)C=1C=CC(=NC1)C1CCN(CC1)C(=O)C=1C=CC(=C(C1)NC(=O)NC(C)C)C